O=S1(C2=C(OC3(CN1)CCOCC3)N=C(C=C2)CCC(=O)OC(C)(C)C)=O tert-Butyl 3-(1',1'-dioxido-2,2',3,3',5,6-hexahydrospiro[pyran-4,4'-pyrido[2,3-b][1,4,5]oxathiazepin]-7'-yl)propanoate